(S) or (R)-N-(amino(5-(2-hydroxypropan-2-yl)thiazol-2-yl)(oxo)-λ6-sulfaneylidene)-2-(5-fluoro-2,4-diisopropylpyridin-3-yl)acetamide N[S@@](=NC(CC=1C(=NC=C(C1C(C)C)F)C(C)C)=O)(=O)C=1SC(=CN1)C(C)(C)O |o1:1|